Cl.ClC1=CC(=C(CNCC2CNCC2)C=C1)OCC1CC1 N-(4-chloro-2-(cyclopropylmethoxy)benzyl)-1-(pyrrolidine-3-yl)methanamine hydrochloride